C12CC(CC(CC1)C2)C=2CCCC1=C(C2C2=CC=C(C=C2)CC2CN(C2)CCCF)C=CC=C1 8-(Bicyclo[3.2.1]octan-3-yl)-9-(4-((1-(3-fluoropropyl)azetidin-3-yl)methyl)phenyl)-6,7-dihydro-5H-benzo[7]annulen